FC=1C=C(CNC2CCN(CC2)CCCOC2=C3C=CC(OC3=CC3=C2CCO3)=O)C=CC1 4-(3-(4-((3-fluorobenzyl)amino)piperidin-1-yl)propoxy)-2,3-dihydro-7H-furo[3,2-g]chromen-7-one